O(I)I.[Zr] zirconium oxyiodide